tert-butyl (3-(3-(2,4-dioxotetrahydropyrimidin-1(2H)-yl)-4-methylphenyl)prop-2-yn-1-yl)carbamate O=C1N(CCC(N1)=O)C=1C=C(C=CC1C)C#CCNC(OC(C)(C)C)=O